C1(CC1)C1=NN2C(N(C([C@H](CC2)NC(=O)C2=CC3=C(C=N2)CO[C@]3(C)CC)=O)C)=C1 (R)-N-((S)-2-cyclopropyl-4-methyl-5-oxo-5,6,7,8-tetrahydro-4H-pyrazolo[1,5-a][1,3]diazepin-6-yl)-1-ethyl-1-methyl-1,3-dihydrofuro[3,4-c]pyridine-6-carboxamide